FC1(C2CC(CC12)NC1=CC=C2CCN(CC2=C1)C(C=C)=O)F 1-(7-((6,6-difluorobicyclo[3.1.0]hexan-3-yl)amino)-3,4-dihydroisoquinolin-2(1H)-yl)prop-2-en-1-one